3-(5-bromo-2-chloro-4-pyridinyl)-N-methoxy-N-methyl-propionamide BrC=1C(=CC(=NC1)Cl)CCC(=O)N(C)OC